CN1CCC(CC1)CNC1=NC=2N(C(=C1)C1=CC=C(C#N)C=C1)N=CN2 4-(5-{[(1-methylpiperidin-4-yl)methyl]amino}-[1,2,4]triazolo[1,5-a]pyrimidin-7-yl)benzonitrile